C(C)OC(/C(=C\C1=CC(=NC=C1[N+](=O)[O-])Br)/O)=O.OC(C[N+](C)(C)C)COC(C(=C)C)=O 2-hydroxy-3-methacryloxypropyl-trimethyl-ammonium ethyl-(E)-3-(2-bromo-5-nitro-4-pyridyl)-2-hydroxy-prop-2-enoate